FC(C=1C(=CNC(C1)=O)C(=O)NC1=C(C=C(C(=C1)C=1C=NC(=NC1)N1CCOCC1)F)N1C[C@H](N(CC1)C)C)F |r| 4-(difluoromethyl)-N-[4-fluoro-5-(2-morpholin-4-ylpyrimidin-5-yl)-2-[rac-(3R)-3,4-dimethylpiperazin-1-yl]phenyl]-6-oxo-1H-pyridine-3-carboxamide